FC1=C(C=CC=C1F)C1=C(N=C(C=2N1N=CC2)N2CCC1(CC2)[C@@H](C=2C(=NC(=CC2)OC)C1)N)C (5S)-1'-[7-(2,3-difluorophenyl)-6-methyl-pyrazolo[1,5-a]pyrazin-4-yl]-2-methoxy-spiro[5,7-dihydro-cyclopenta[b]pyridin-6,4'-piperidin]-5-amine